C(C)OC(=O)[C@@H]1[C@H]2CC[C@@H](C(N1)=O)N2 (1R,2S,5S)-4-oxo-3,8-diazabicyclo[3.2.1]octane-2-carboxylic acid ethyl ester